NCCC(CN)N 1-(2-aminoethyl)-1,2-ethylenediamine